bis(pyridinium) iodonium [IH2+].[NH+]1=CC=CC=C1.[NH+]1=CC=CC=C1